di-tert-butyl ((butane-1,4-diylbis(tetradecylazanediyl))bis(2-hydroxypropane-3,1-diyl))dicarbamate C(CCCN(CCCCCCCCCCCCCC)CC(CNC(OC(C)(C)C)=O)O)N(CCCCCCCCCCCCCC)CC(CNC(OC(C)(C)C)=O)O